4-bromo-6-chloro-1-(tetrahydro-2H-pyran-2-yl)-5-vinyl-1H-indazole BrC1=C2C=NN(C2=CC(=C1C=C)Cl)C1OCCCC1